2-Benzyl 1-tert-butyl 1-((1-(tert-butoxycarbonyl)-2,5-dihydro-1H-pyrrol-2-yl)methyl)hydrazine-1,2-dicarboxylate C(C)(C)(C)OC(=O)N1C(C=CC1)CN(NC(=O)OCC1=CC=CC=C1)C(=O)OC(C)(C)C